1,4-phenylene bis(4-((acryloyloxy) methoxy)benzoate) C(C=C)(=O)OCOC1=CC=C(C(=O)OC2=CC=C(C=C2)OC(C2=CC=C(C=C2)OCOC(C=C)=O)=O)C=C1